3-mercaptopropylmethyldimethoxysilaneoxysilane SCCC[SiH2]O[Si](OC)(OC)C